CSC1(CC1)N1C(NC(C=C1)=O)=S=O [1-(methylsulfanyl)cyclopropyl]-2-sulfinyl-2,3-dihydro-4(1H)-pyrimidinone